CN1CCC2(CC1)CC(C1=CC=C(C=C12)C1=CNC2=NC=C(C=C21)C2=CC(=NC=C2)N2CCN(CC2)C)=O 1'-methyl-6-(5-(2-(4-methylpiperazin-1-yl)pyridin-4-yl)-1H-pyrrolo[2,3-b]pyridin-3-yl)spiro[indene-1,4'-piperidin]-3(2H)-one